C(C)OC(C)(C)[C@@]1(C(N(CC1)C(C)(C)C=1C=NC(=CC1)C)=O)CCC1=NC=CC(=N1)OC (R)-3-(2-ethoxypropan-2-yl)-3-(2-(4-methoxypyrimidin-2-yl)ethyl)-1-(2-(6-methylpyridin-3-yl)propan-2-yl)pyrrolidin-2-one